COC1=NSC(=N1)N1C=C(C(C2=CC=C(N=C12)N1CC(C1)C(NC1=NC=C(C=C1)OC)=O)=O)C(=O)O 1-(3-methoxy-1,2,4-thiadiazol-5-yl)-7-{3-[(5-methoxypyridin-2-yl)carbamoyl]azetidin-1-yl}-4-oxo-1,4-dihydro-1,8-naphthyridine-3-carboxylic acid